C(C)(C)(C)OC(=O)N1C[C@@H](OCC1)CC1=C(N=C2N1C=C(C(=C2)C)F)C2=C(C=C(C=C2F)S(N(CC2=CC=C(C=C2)OC)CC2=CC=C(C=C2)OC)(=O)=O)F (S)-2-((2-(4-(N,N-bis(4-methoxybenzyl)sulfamoyl)-2,6-difluorophenyl)-6-fluoro-7-methylimidazo[1,2-a]pyridin-3-yl)methyl)morpholine-4-carboxylic acid tert-butyl ester